benzyl {(5S)-6-[bis(2-thienylmethyl)amino]-5-[(ethoxycarbonyl)amino]-6-oxohexyl}carbamate S1C(=CC=C1)CN(C([C@H](CCCCNC(OCC1=CC=CC=C1)=O)NC(=O)OCC)=O)CC=1SC=CC1